N#[C-].ClC=1C=C2C=CNC2=CC1 5-chloro-indole isonitrile